C(C)(=O)N[C@@H](CC1=CC=CC=C1)C(=O)O |r| acetyl-(+/-)-phenylalanine